NC=1C(=C(C=CC1)S)C1=CC=CC=C1 aminophenyl-thiophenol